tert-butyl (R)-3,4-dichloro-1-((2-isopropyl-4-methylpyridin-3-yl)(methyl)amino)-12-oxo-6a,7,9,10-tetrahydro-12H-pyrazino[2,1-c]pyrido[3,4-f][1,4]oxazepine-8(6H)-carboxylate ClC1=C(C2=C(C(N3[C@@H](CO2)CN(CC3)C(=O)OC(C)(C)C)=O)C(=N1)N(C)C=1C(=NC=CC1C)C(C)C)Cl